N1(CCCC1)C(=O)OC1=CC(=C(C=C1)C=1N=C2SC3=C(N2C1)C=CC(=C3)C(NC3COCCC3)=O)F (3-fluoro-4-(7-((tetrahydro-2H-pyran-3-yl) carbamoyl) benzo[d]imidazo[2,1-b]thiazol-2-yl) phenyl) pyrrolidine-1-carboxylate